2,2-Dibromo-3-nitrilopropionamid BrC(C(=O)N)(C#N)Br